ClC1=CC=C(C=C1)[C@H](C(=O)N1C[C@H]2[C@H](C1)CN(C2)C=2C1=C(N=CN2)NC(C[C@H]1C)=O)CNC(C)C Trans-(5R)-4-(5-((S)-2-(4-chlorophenyl)-3-(isopropylamino)propanoyl)hexahydropyrrolo[3,4-C]pyrrol-2(1H)-yl)-5-methyl-5,8-dihydropyrido[2,3-D]pyrimidin-7(6H)-one